ethyl 2-[4-(difluoromethyl)-7-methyl-6-[4-(4-methylsulfonyl-1-piperidyl)phenyl]indazol-2-yl]-2-[(6R)-6-fluoro-6,7-dihydro-5H-pyrrolo[1,2-c]imidazol-1-yl]acetate FC(C=1C2=CN(N=C2C(=C(C1)C1=CC=C(C=C1)N1CCC(CC1)S(=O)(=O)C)C)C(C(=O)OCC)C1=C2N(C=N1)C[C@@H](C2)F)F